rac-(4bS,5R,6S,7S,7aR)-7a-(4-bromophenyl)-6-(((2,2-difluoroethyl)amino)methyl)-4-methoxy-7-phenyl-5,6,7,7a-tetrahydro-4bH-cyclopenta[4,5]furo[2,3-c]pyridine-4b,5-diol BrC1=CC=C(C=C1)[C@]12[C@](C3=C(C=NC=C3OC)O1)([C@@H]([C@@H]([C@H]2C2=CC=CC=C2)CNCC(F)F)O)O |r|